N-(4-([1,2,4]Triazolo[1,5-a]pyridin-7-yloxy)-3-methylphenyl)-6-chloropyrido[3,2-d]pyrimidin-4-amine N=1C=NN2C1C=C(C=C2)OC2=C(C=C(C=C2)NC=2C1=C(N=CN2)C=CC(=N1)Cl)C